[Na].COC([C@H]([C@H](NS(=O)(=O)C1=CC=C(C=C1)OC(F)(F)F)C1=CC=CC=C1)C)=O.NC1CCC(CC1)CC1=CC=C(N)C=C1 4-(4-aminocyclohexylmethyl)aniline methyl-(2S,3S)-2-methyl-3-phenyl-3-((4-(trifluoromethoxy)phenyl)sulfonamido)propanoate sodium